2,6-Difluoro-N-(5-(3-(4-methyl-5-oxo-4,5-dihydro-1,3,4-oxadiazol-2-yl)-5-(trifluoromethyl)-1H-pyrazol-1-yl)pyridin-2-yl)benzamide FC1=C(C(=O)NC2=NC=C(C=C2)N2N=C(C=C2C(F)(F)F)C=2OC(N(N2)C)=O)C(=CC=C1)F